(R,E)-4-((tert-Butoxycarbonyl)amino)-5-phenylpent-2-enoic acid C(C)(C)(C)OC(=O)N[C@@H](/C=C/C(=O)O)CC1=CC=CC=C1